ONC(/C=C/C1=C(C=CC=C1)N1CCC(CC1)NS(=O)(=O)C1=CC=C(S1)CNC(C1=CC=CC=C1)=O)=O (E)-N-((5-(N-(1-(2-(3-(hydroxyamino)-3-oxoprop-1-en-1-yl)phenyl)piperidin-4-yl)sulfamoyl)thiophen-2-yl)methyl)benzamide